C(#N)C1CC2(C1)C[C@H](N(CC2)CC2=C1C=CNC1=C(C=C2OC)C)C2=CC=C(C(=O)N1C[C@@H](OCC1)C(=O)O)C=C2 (R)-4-(4-((2R,4s,6S)-2-cyano-7-((5-methoxy-7-methyl-1H-indol-4-yl)methyl)-7-azaspiro[3.5]nonan-6-yl)benzoyl)morpholine-2-carboxylic acid